C(#N)C1=CC2=C(CN(C[C@H]2C2=C(C=CC=C2)C=2C(=NN(C2)CC#C)C(F)(F)F)C(=O)OC(C)(C)C)S1 tert-Butyl (S)-2-cyano-4-(2-(1-(prop-2-yn-1-yl)-3-(trifluoromethyl)-1H-pyrazol-4-yl)phenyl)-4,7-dihydrothieno[2,3-c]pyridine-6(5H)-carboxylate